COC=1C=C(C=CC1)NC1=NC=2C=CN=CC2C2=C1C=C(N2)C(=O)O 4-((3-methoxyphenyl)amino)-1H-pyrrolo[3,2-c][1,6]naphthyridine-2-carboxylic acid